trioleyl thiophosphate P(=S)(OCCCCCCCC\C=C/CCCCCCCC)(OCCCCCCCC\C=C/CCCCCCCC)OCCCCCCCC\C=C/CCCCCCCC